[3,3-difluoro-2-[[4-(4-fluorophenyl)-5-oxo-1,2,4-triazol-1-yl]methyl]allyl]carbamic acid tert-butyl ester C(C)(C)(C)OC(NCC(=C(F)F)CN1N=CN(C1=O)C1=CC=C(C=C1)F)=O